NC=1NC(=NN1)N(CCCCO)C1=CC(=C(C=C1)F)F 4-((5-amino-4H-1,2,4-triazol-3-yl)(3,4-difluorophenyl)amino)butan-1-ol